[Na+].[Na+].[Na+].[Na+].C(CCC(=O)[O-])(=O)ONOC(CCC(=O)[O-])=O.N(OC(CCC(=O)[O-])=O)OC(CCC(=O)[O-])=O imino disuccinate tetrasodium salt